COC=1C(=NC(=NC1C1=CC(=CC=C1)C1=NN(C=C1)C)C1=CC=NC=C1)NC=1C=NC=CC1 5-methoxy-6-(3-(1-methyl-1H-pyrazol-3-yl)phenyl)-N-(pyridin-3-yl)-2-(pyridin-4-yl)pyrimidin-4-amine